5-(2,4-difluorophenoxy)-pyrazin-2-amine FC1=C(OC=2N=CC(=NC2)N)C=CC(=C1)F